Methyl (S)-2-((4-Methylphenyl)sulfonamido)pent-4-ynoate CC1=CC=C(C=C1)S(=O)(=O)N[C@H](C(=O)OC)CC#C